CC1=NN(C=C1NC1=NC=C(C(=N1)NCCCNC(=O)N1CCC1)C(F)(F)F)C1CCN(CC1)C N-(3-((2-((3-methyl-1-(1-methylpiperidin-4-yl)-1H-pyrazol-4-yl)amino)-5-(trifluoromethyl)pyrimidin-4-yl)amino)propyl)azetidine-1-carboxamide